4-(4-nitrophenyl)-1H-pyrazol-3-amine [N+](=O)([O-])C1=CC=C(C=C1)C=1C(=NNC1)N